1-(4-methoxyphenyl)-3-(4-tert-butyl-phenyl)-1,3-propanedione COC1=CC=C(C=C1)C(CC(=O)C1=CC=C(C=C1)C(C)(C)C)=O